(S)-3-(2-amino-[1,2,4]triazolo[1,5-a]pyridin-7-yl)-N-(3-(4-ethynylphenyl)-3-hydroxypropyl)-2-fluoro-6-methylbenzamide NC1=NN2C(C=C(C=C2)C=2C(=C(C(=O)NCC[C@H](O)C3=CC=C(C=C3)C#C)C(=CC2)C)F)=N1